C1(=CC=CC=C1)C(=O)C1=CC=C(C=C1)NC1=NC=C(C(=N1)N1OCCC1C1=CC=CC=C1)C(F)(F)F phenyl(4-((4-(3-phenylisooxazolidin-2-yl)-5-(trifluoromethyl)pyrimidin-2-yl)amino)phenyl)methanone